NC(C(=O)O)C(=O)O 2-Aminomalonic acid